C1(CCCCC1)C(NS(=O)(=O)C1=CC=C(C=C1)C)C1(CCC1)C N-(cyclohexyl-(1-methylcyclobutyl)methyl)-4-methylbenzenesulfonamide